ClC1=C(C(=O)N(C)C)C=CC(=C1)NC1=NC=C(C(=N1)N[C@H](CO)C1=CC=CC=C1)C1=NC(=NO1)C(F)F 2-chloro-4-[[5-[3-(difluoromethyl)-1,2,4-oxadiazol-5-yl]-4-[[(1S)-2-hydroxy-1-phenyl-ethyl]amino]pyrimidin-2-yl]amino]-N,N-dimethyl-benzamide